C1N(CCC12CNCC2)C2=C(C#N)C=CC=C2 2-(2,7-Diazaspiro[4.4]nonan-2-yl)benzonitrile